ClC=1C(=NN(C1NC(=O)N[C@@H]1CN(C[C@H]1C=1C=NC=C(C1)F)CCOC)C1=CC=CC=C1)C=1C=NN(C1)C 1-(4-chloro-1'-methyl-1-phenyl-1H,1'H-[3,4'-bipyrazol]-5-yl)-3-((3S,4R)-4-(5-fluoropyridin-3-yl)-1-(2-methoxyethyl)pyrrolidin-3-yl)urea